C1(=CC=CC=C1)C1C(C(SC1)[N+](=O)[O-])C#N 4-phenyl-3,4-dihydro-nitrothiophene-3-carbonitrile